3-Bromo-2,2-bis(bromomethyl)propanol BrCC(CO)(CBr)CBr